CC1=CC=C(C=C([C@H]([C@H]([C@@H]([C@H](C(O)=CC2=CC=C(C=C2)C)O)O)O)O)O)C=C1 Di(p-methylbenzylidene)sorbitol